CCCCCCCCCCCCCCCC(=O)O[C@H](COC(=O)CCCCCCC/C=C\CCCCCCC)COP(=O)([O-])OCC[N+](C)(C)C 1-(9Z-heptadecenoyl)-2-hexadecanoyl-glycero-3-phosphocholine